O=C1NC(CCC1N1C(C2=CC=CC(=C2C1=O)C#CCCCCN1CCN(CC1)C1=CC=C(C(=O)N2CCC(CC2)CCCCNC(\C=C\C=2C=NC=CC2)=O)C=C1)=O)=O (E)-N-(4-(1-(4-(4-(6-(2-(2,6-dioxopiperidin-3-yl)-1,3-dioxoisoindolin-4-yl)hex-5-yn-1-yl)piperazin-1-yl)benzoyl)piperidin-4-yl)butyl)-3-(pyridin-3-yl)acrylamide